O=C1NC2(CN(C2)C(=O)N2CC3(C2)C[C@H](CC3)CC=3C(=CC(=NC3)C(F)(F)F)C#N)CO1 5-[[(6S)-2-(6-oxo-7-oxa-2,5-diazaspiro[3.4]octane-2-carbonyl)-2-azaspiro[3.4]octane-6-yl]methyl]-2-(trifluoromethyl)pyridine-4-carbonitrile